C1(C=CC2=CC=CC=C12)[Zr]C1C=CC=C1 indenyl-cyclopentadienyl-zirconium